potassium 5-[4-sulfophenoxy]isophthalic acid S(=O)(=O)(O)C1=CC=C(OC=2C=C(C=C(C(=O)O)C2)C(=O)O)C=C1.[K]